1-methyl-N-(methyl(oxo)(4-(5-(trifluoromethyl)-1,2,4-oxadiazol-3-yl)phenyl)-λ6-sulfaneylidene)-1H-imidazole-4-carboxamide CN1C=NC(=C1)C(=O)N=S(C1=CC=C(C=C1)C1=NOC(=N1)C(F)(F)F)(=O)C